OC1=C2C=CC(OC2=CC(=C1C(=O)NC1CCN(CC1)C(=O)OC(C)(C)C)CCCCC)(CCC=C(C)C)C Tert-Butyl 4-(5-hydroxy-2-methyl-2-(4-methylpent-3-en-1-yl)-7-pentyl-2H-chromen-6-carboxamido)piperidine-1-carboxylate